4-amino-2-(phenyl)(4-aminophenyl)methanone NC1(CC(=C(C=C1)C=O)C1=CC=CC=C1)N